O1C(CCCC1)N1N=CC2=CC(=CC=C12)NC(OC1=CC=CC=C1)=O phenyl N-(1-tetrahydropyran-2-ylindazol-5-yl)carbamate